FC1=CC=C(C=C1)[C@@H]1N(CCC2=CC=CC=C12)C(=O)C1OCCCNC1 ((S)-1-(4-fluorophenyl)-3,4-dihydroisoquinolin-2(1H)-yl)(1,4-oxaazepan-2-yl)methanone